C(C)(C)(C)OC(=O)N1CC(C1)OC1=NC=2N(C(=C1)N(CC1=CC=C(C=C1)C1=NC=CC=C1)C(=O)OC(C)(C)C)N=CC2C2CC2 3-((7-((tert-Butoxycarbonyl)(4-(pyridin-2-yl)benzyl)amino)-3-cyclopropylpyrazolo[1,5-a]pyrimidin-5-yl)oxy)azetidine-1-carboxylic acid tert-butyl ester